(S)-2-amino-3-(3-formylphenyl)propanoic acid N[C@H](C(=O)O)CC1=CC(=CC=C1)C=O